CC=1C=NC=CC1/C=C/C=1C=C2CCC(NC2=CC1)=O 6-[(E)-2-(3-methyl-4-pyridyl)vinyl]-3,4-dihydro-1H-quinolin-2-one